(R)-1-(2-fluorophenyl)ethyl (4-(5-amino-6-methylpyridin-2-yl)-1-methyl-1H-pyrazol-5-yl)carbamate NC=1C=CC(=NC1C)C=1C=NN(C1NC(O[C@H](C)C1=C(C=CC=C1)F)=O)C